S([O-])(O)=O.[Na+].C(C1=CC=CC=C1)=O benzaldehyde sodium bisulfite salt